methyl-[3-(methylamino)propyl]amine CNCCCNC